FC=1C=C(C=C(C1C(C)(C)O)F)C=1NC(C2=C(N1)CCSC2)=O 2-(3,5-difluoro-4-(2-hydroxypropan-2-yl)phenyl)-3,5,7,8-tetrahydro-4H-thiopyrano[4,3-d]pyrimidin-4-one